OC1=C(C=C(C=C1)C)C(=O)C1=CC=CC=C1 (2-hydroxy-5-methyl-phenyl)(phenyl)-methanone